2-((3s,4r)-3-aminotetrahydro-2H-pyran-4-yl)-3-bromo-5-chloro-N-(furan-2-ylmethyl)thieno[3,2-b]pyridin-7-amine N[C@@H]1COCC[C@H]1C1=C(C2=NC(=CC(=C2S1)NCC=1OC=CC1)Cl)Br